ClC=1N=CC2=C(N1)C=CN2C2CC2 2-chloro-5-cyclopropyl-5H-pyrrolo[3,2-d]pyrimidine